2-(4-bromo-[1,1'-biphenyl]-2-yl)-4,6-diphenyl-1,3,5-triazine BrC1=CC(=C(C=C1)C1=CC=CC=C1)C1=NC(=NC(=N1)C1=CC=CC=C1)C1=CC=CC=C1